S(N)(=O)(=O)C1=CC=C(CC=2C(=NN(C2)C=2SC=C(N2)C(=O)O)C=2C=C(C(=CC2)C)C2=CC(=CC(=C2)C)C)C=C1 2-(4-(4-sulfamoylbenzyl)-3-(3',5',6-trimethyl-[1,1'-biphenyl]-3-yl)-1H-pyrazol-1-yl)thiazole-4-carboxylic acid